[N+](=O)([O-])C1=CC=C(C(=O)OC([C@@H]([C@H](C(=O)O)O)O)=O)C=C1 O'-p-nitrobenzoyl-L-tartaric acid